6-((4-(dimethylamino)-3-(hydroxymethyl)phenyl)amino)-1,2-dihydro-3H-pyrazolo[3,4-d]pyrimidin-3-one CN(C1=C(C=C(C=C1)NC1=NC=C2C(=N1)NNC2=O)CO)C